5-chloro-4-(3-(3,4-difluorophenyl)-5-fluoro-1H-indazol-1-yl)-2-fluoro-N-(methylsulfonyl)benzamide ClC=1C(=CC(=C(C(=O)NS(=O)(=O)C)C1)F)N1N=C(C2=CC(=CC=C12)F)C1=CC(=C(C=C1)F)F